CCCCCCCCCCN(CCCCCCCCCC)CCCCCCCCCC tri-n-decylamine